2'-(3-phenylpropyl)spiro[cyclohexane-1,1'-indene]-4-one C1(=CC=CC=C1)CCCC=1C2(C3=CC=CC=C3C1)CCC(CC2)=O